9-[(1-acryloyl-4-piperidinyl)methyl]-6-amino-7-(4-phenoxyphenyl)-7,9-dihydro-8H-purin-8-one C(C=C)(=O)N1CCC(CC1)CN1C2=NC=NC(=C2N(C1=O)C1=CC=C(C=C1)OC1=CC=CC=C1)N